C1(CC1)N1N=C2N(C(N(CC2=C1)C1CCN(CC1)C1=C(C=CC=C1C)F)=O)CC1=NC=CC=C1C(F)(F)F 2-Cyclopropyl-5-[1-(2-fluoro-6-methyl-phenyl)-piperidin-4-yl]-7-(3-trifluoromethyl-pyridin-2-ylmethyl)-2,4,5,7-tetrahydro-pyrazolo[3,4-d]pyrimidin-6-on